tert-butyl (1S*,2R*,3R*,5R*)-(±)-3-azido-2-(benzyloxy)-8-azabicyclo[3.2.1]octane-8-carboxylate N(=[N+]=[N-])[C@H]1[C@@H]([C@@H]2CC[C@H](C1)N2C(=O)OC(C)(C)C)OCC2=CC=CC=C2 |r|